(1-(4,4-difluorocyclohexyl)imidazo[1,5-a]pyridin-3-yl)methanamine FC1(CCC(CC1)C=1N=C(N2C1C=CC=C2)CN)F